5-fluoro-N,N-diisopropyl-2-((5-(7-(piperidin-4-ylmethyl)-2,7-diazaspiro[3.5]nonane-2-yl)-1,2,4-triazin-6-yl)oxy)benzamide FC=1C=CC(=C(C(=O)N(C(C)C)C(C)C)C1)OC1=C(N=CN=N1)N1CC2(C1)CCN(CC2)CC2CCNCC2